(7-(4-(4-(tert-Butoxycarbonyl)piperazin-1-yl)phenyl)-6-methylimidazo[1,2-b]pyridazin-3-yl)quinoline-8-carboxylic acid C(C)(C)(C)OC(=O)N1CCN(CC1)C1=CC=C(C=C1)C1=CC=2N(N=C1C)C(=CN2)C2=NC1=C(C=CC=C1C=C2)C(=O)O